5-methyl-4-oxo-7-(3-{[2-(oxolan-2-yl)ethyl]carbamoyl}azetidin-1-yl)-1-(1,3-thiazol-2-yl)-1,4-dihydro-1,8-naphthyridine-3-carboxylic acid CC1=C2C(C(=CN(C2=NC(=C1)N1CC(C1)C(NCCC1OCCC1)=O)C=1SC=CN1)C(=O)O)=O